hexafluoro-benzotriazole FC1(C=CC=C2N(N(N(C21F)F)F)F)F